Dimethylsilylbis(tetrahydroindenyl)zirconium dichloride [Cl-].[Cl-].C[SiH](C)[Zr+2](C1CCC2CC=CC=C12)C1CCC2CC=CC=C12